NC=1C(=NC=CC1)C#CC1=C(C=NC=C1)OC[C@@H]1N(CCC1)C(=O)OC(C)(C)C tert-butyl (2R)-2-[({4-[(3-aminopyridin-2-yl)ethynyl]pyridin-3-yl}oxy)methyl]pyrrolidine-1-carboxylate